CC1(OCC(O1)CN(C)C)C 1-(2,2-dimethyl-1,3-dioxolan-4-yl)-N,N-dimethylmethanamine